FC(C(=O)[O-])(F)F.CN(C(=O)OC[NH+]1CCCCC1)CCNC 1-(((methyl(2-(methylamino)ethyl)carbamoyl)oxy)methyl)piperidin-1-ium trifluoroacetate